C(C)C1=CC=C(C(=N1)C(=O)O)C(=O)O 6-ethyl-pyridine-2,3-dicarboxylic acid